ClC1=CC=C(CN2CCN(CC2)S(=O)(=O)N2[C@H]([C@@H]3CC[C@H](C2)N3C(=O)OCCOC)C(NO)=O)C=C1 2-methoxyethyl (1S,2R,5R)-3-((4-(4-chlorobenzyl)piperazin-1-yl)sulfonyl)-2-(hydroxycarbamoyl)-3,8-diazabicyclo[3.2.1]octane-8-carboxylate